2-(4-Ethylphenyl)-4-[4-(trifluoromethoxy)phenyl]-1H-imidazole C(C)C1=CC=C(C=C1)C=1NC=C(N1)C1=CC=C(C=C1)OC(F)(F)F